1-(2-Chloro-3-(4-(2-((1-(methylsulfonyl)piperidin-4-yl)amino)-5-(trifluoromethyl)pyrimidin-4-yl)-1H-imidazol-yl)benzyl)-3-methylazetidin-3-ol ClC1=C(CN2CC(C2)(O)C)C=CC=C1N1C=NC(=C1)C1=NC(=NC=C1C(F)(F)F)NC1CCN(CC1)S(=O)(=O)C